BrC1=CC=CC=2OC3=C(C21)C=C(C=C3)Br 1,8-dibromodibenzofuran